CC=1N=CSC1C1CCC=2C(NC(NC2C1)=O)=O 7-(4-methylthiazol-5-yl)-5,6,7,8-tetrahydroquinazoline-2,4(1H,3H)-dione